N1=C(N=CC=C1)C1(CC1)NC(=O)[C@H]1CN(CC[C@@H]1NC(=O)C1=NOC(=C1)C1=C(C=C(C=C1)F)F)[C@@H]1[C@@H](CCCC1)O (3S,4S)-4-{[5-(2,4-difluoro-phenyl)-isoxazole-3-carbonyl]-amino}-1-((1S,2R)-2-hydroxy-cyclohexyl)-piperidine-3-carboxylic acid (1-pyrimidin-2-yl-cyclopropyl)-amide